N-[4-[(6,7-Dimethoxy-1,5-naphthyridin-4-yl)oxy]-3-fluorophenyl]-1-(2-fluoropyridin-4-yl)-6-methyl-2-oxopyridine-3-carboxamide COC=1N=C2C(=CC=NC2=CC1OC)OC1=C(C=C(C=C1)NC(=O)C=1C(N(C(=CC1)C)C1=CC(=NC=C1)F)=O)F